FC=1C=C2C(CC3(NC2=C(C1)F)CCN(CC3)C(=O)NCC3=NC=CC=C3O)=O 6',8'-difluoro-N-((3-hydroxypyridin-2-yl)methyl)-4'-oxo-3',4'-dihydro-1'H-spiro[piperidine-4,2'-quinoline]-1-carboxamide